C(C)(C)(C)OC(CC[C@H](NC(OCC1=CC=CC=C1)=O)C(N[C@H](C(NCC=1C=C(OCCC2CN(CCC2)C(=O)OC(C)(C)C)C=CC1C)=O)CCC1=CC=CC=C1)=O)=O tert-butyl 3-(2-(3-((5S,8S)-5-(3-(tert-butoxy)-3-oxopropyl)-3,6,9-trioxo-8-phenethyl-1-phenyl-2-oxa-4,7,10-triazaundecan-11-yl)-4-methyl phenoxy)ethyl)piperidine-1-carboxylate